COC1=C2C=NN(C2=C(C=C1)NS(=O)(=O)C=1C=NN(C1)C1=CC(=NC=C1)C(F)(F)F)C N-(4-METHOXY-1-METHYL-1H-INDAZOL-7-YL)-1-(2-(TRIFLUOROMETHYL)PYRIDIN-4-YL)-1H-PYRAZOLE-4-SULFONAMIDE